(R)-(1-methylcyclopropyl)-[(5S,7S)-7-fluoro-5-phenyl-6,7-dihydro-5H-pyrrolo[1,2-b][1,2,4]triazol-2-yl]methanol CC1(CC1)[C@@H](O)C=1N=C2N(N1)[C@@H](C[C@@H]2F)C2=CC=CC=C2